C(OC=CS)COC=CS (ethylenedioxy)-divinyl mercaptan